ON\C(=N/[H])\C1=CC=C(S1)CNC([C@H](C)NC(=O)[C@@H]1N(CC[C@@H](C1)C1=CC=CC=C1)C(=O)OC(C)(C)C)=O tert-butyl (2R,4S)-2-(((S)-1-(((5-((Z)-N-hydroxycarbamimidoyl)thiophen-2-yl)methyl)amino)-1-oxopropan-2-yl)carbamoyl)-4-phenylpiperidine-1-carboxylate